ClC=1C(=NC(=NC1)NC1=C(C=C(C=C1)N1CCN(CC1)C)CC)NCCCNC(=O)C1CN(C1)C N-(3-((5-chloro-2-((2-ethyl-4-(4-methylpiperazin-1-yl)phenyl)amino)pyrimidin-4-yl)amino)propyl)-1-methylazetidine-3-carboxamide